CC1=CC=C(C=N1)NC1CCC(CC1)OC1=C2C=C(C=NC2=CC(=N1)N1CCOCC1)NS(=O)(=O)C N-[5-[4-[(6-methyl-3-pyridyl)amino]cyclohexoxy]-7-morpholino-1,6-naphthyridin-3-yl]methanesulfonamide